FC1=CC=C(C=C1)NC(=O)C1(CC1)C(=O)NC1=CC=C(C=C1)OC1=CC=NC2=CC(=C(C=C12)OC)OC cyclopropane-1,1-dicarboxylic acid [4-(6,7-dimethoxy-quinolin-4-yloxy)-phenyl] amide (4-fluoro-phenyl) amide